{8-[3-[methanesulfonamido]propyl]-8-azabicyclo[3.2.1]oct-3-yl}[1-isopropyl-2-oxo-1,2-dihydropyrrolo[1,2-b]pyridazine] CS(=O)(=O)NCCCN1C2CC(CC1CC2)C2=CC=1N(N(C2=O)C(C)C)C=CC1